C(C)(C)(C)OC(=O)N[C@H](CCC(=O)OCC)CC ethyl (4S)-4-[(tert-butoxycarbonyl)amino]hexanoate